FC1(CCN(CC1)C1=C(C=C(C=C1)C1=NNC(OC1)=O)F)F 5-[4-(4,4-Difluoropiperidin-1-yl)-3-fluorophenyl]-3,6-dihydro-2H-1,3,4-oxadiazin-2-one